Br.COC(=O)C1(C(C1)(F)F)N 1-amino-2,2-difluorocyclopropane-1-carboxylic acid methyl ester hydrobromide